N1(CCOCC1)C1=NC=C2N=CNC2=N1 Morpholin-4-Yl-9h-Purine